N-Pyrrolidinium [NH2+]1CCCC1